The molecule is an organic monosodium salt that has 3-(3-carboxypropyl)-2-[5-(9-ethyl-6,8,8-trimethyl-2-phenyl-8,9-dihydropyrano[3,2-g]quinolin-1-ium-4-yl)penta-2,4-dien-1-ylidene]-3-methyl-1-(3-sulfonatopropyl)indoline-5-sulfonate as the counterion. It has a role as a fluorochrome. It contains a DY-776(1-). CCN1C2=CC3=C(C=C2C(=CC1(C)C)C)/C(=C/C=C/C=C/C4=[N+](C5=C(C4(C)CCCC(=O)O)C=C(C=C5)S(=O)(=O)[O-])CCCS(=O)(=O)[O-])/C=C(O3)C6=CC=CC=C6.[Na+]